C(C1=CC=CC=C1)OC1=C(C=C2C=CC(N(C2=C1)COCC[Si](C)(C)C)=O)F 7-(Benzyloxy)-6-fluoro-1-((2-(trimethylsilyl)ethoxy)methyl)quinolin-2(1H)-one